adenosine monophosphoroate P(O)(O)(=O)OC[C@@H]1[C@H]([C@H]([C@@H](O1)N1C=NC=2C(N)=NC=NC12)O)O